2-oxoethyl 2,3,4,6-tetra-O-acetyl-β-D-mannopyranoside C(C)(=O)O[C@@H]1[C@H](OCC=O)O[C@@H]([C@H]([C@@H]1OC(C)=O)OC(C)=O)COC(C)=O